C(C)N1N=C(C=C1C1[C@H]2CC(C[C@@H]12)N1CC2(CS(C2)(=O)=O)CC1)C=1C=NC=C(C1)F 6-((1R,3s,5S,6r)-6-(1-ethyl-3-(5-fluoropyridin-3-yl)-1H-pyrazol-5-yl)bicyclo[3.1.0]hexan-3-yl)-2-thia-6-azaspiro[3.4]octane 2,2-dioxide